8-bromo-10-(phenyl-(tetrahydro-2H-pyran-4-yl)methyl)-1,10-dihydro-cyclopenta[g]pyrido[3,2-b]indol-3(2H)-one BrC1=CC=2N(C=3C4=C(C=CC3C2N=C1)C(CC4)=O)C(C4CCOCC4)C4=CC=CC=C4